C(C)C(CC(C(C(C(=O)[O-])(CC(CC)(CC)C)CC(CC)(CC)C)(O)C(=O)[O-])C(=O)[O-])(CC)C Tri(2-ethyl-2-methyl-1-butyl)citrat